NC=1C=C(OCCCCCCCCO)C=CC1 8-(3-Aminophenoxy)-1-octanol